3-[3,5-di-tert-butyl-4-hydroxyphenyl]propionyl-hydrazine C(C)(C)(C)C=1C=C(C=C(C1O)C(C)(C)C)CCC(=O)NN